((((3S,4R)-3-methoxypiperidin-4-yl)amino)methyl)phosphonate CO[C@H]1CNCC[C@H]1NCP([O-])([O-])=O